NC1=C(C=C(C=C1)Br)C1=C(C(=NN1COCC[Si](C)(C)C)C)N 5-(2-amino-5-bromophenyl)-3-methyl-1-((2-(trimethylsilyl)ethoxy)methyl)-1H-pyrazol-4-amine